oxozinc O=[Zn]